ClC=1C=C2C(=NN(C2=CC1)C1=C(C=C(C(=O)NS(=O)(=O)C)C=C1)F)C1=CC=C(C=C1)C#N 4-(5-chloro-3-(4-cyanophenyl)-1H-indazol-1-yl)-3-fluoro-N-(methylsulfonyl)benzamide